C[SiH](C)N([Si](C)(C)C)NN(C)C dimethylsilyldimethylhydrazinyltrimethylsilanamine